C(C)(C)(C)C1=CC=CC(=N1)C(CC[C@H]1CC(N(C1)C(=O)OC(C)(C)C)(C)C)NC1=NC(=CC=C1)S(N)(=O)=O tert-butyl (4S)-4-[3-(6-tert-butyl-2-pyridyl)-3-[(6-sulfamoyl-2-pyridyl)amino]propyl]-2,2-dimethyl-pyrrolidine-1-carboxylate